FC1=C(C)C=C(C=C1)[N+](=O)[O-] 2-fluoro-5-nitrotoluene